(S)-5-hydroxymethyl-dihydrofuran OCC1=CCCO1